(5-ethyl-2,2-dimethyl-1,3-dioxan-5-yl)methanol C(C)C1(COC(OC1)(C)C)CO